BrC=1N=C(C(=NC1)N)C#C[Si](C)(C)C 5-bromo-3-((trimethylsilyl)ethynyl)pyrazin-2-amine